O=C1N(CCC1)C=C 1-(2-oxo-1-pyrrolidinyl)ethylen